(diethylamino)-delta-valerolactone C(C)N(CC)C1C(=O)OCCC1